C1(CCCC1)C1=CC(=NC(=N1)C1=C2C(=NC=C1)NC=C2)N2[C@@H](COCC2)C (3R)-4-(6-cyclopentyl-2-[1H-pyrrolo[2,3-b]pyridin-4-yl]pyrimidin-4-yl)-3-methylmorpholine